2-((5-(Benzyloxy)pentyl)oxy)acetic acid C(C1=CC=CC=C1)OCCCCCOCC(=O)O